BrC=1C(=C(C=CC1)C1=CN=C(O1)Cl)OC 5-(3-bromo-2-methoxyphenyl)-2-chlorooxazole